NC1CCC(CC1)NC1=NC2=C(C=C(C=C2C=N1)C=1C(=NC(=NC1)NS(=O)(=O)C1=C(C=CC=C1)Cl)OC)CC N-(5-(2-(((1r,4r)-4-aminocyclohexyl)amino)-8-ethylquinazolin-6-yl)-4-methoxypyrimidin-2-yl)-2-chlorobenzenesulfonamide